OC1C(NC2=CC=CC=C12)=O 3-Hydroxyindolin-2-on